C1(CCCC1)N1CCN(CC1)N=O 1-cyclopentyl-4-nitrosopiperazine